C1(=CC=CC=C1)CON=C(CN1N=CN=C1)C1=C(C=C(C=C1)Cl)Cl 1-(2,4-dichlorophenyl)-2-(1H-1,2,4-triazol-1-yl)-ethanone-O-(phenyl-methyl)oxime